methyltriacetoxysilane C[Si](OC(C)=O)(OC(C)=O)OC(C)=O